The molecule is the R- (less active) enantiomer of ketamine. It has a role as an intravenous anaesthetic, an analgesic and a NMDA receptor antagonist. It is an enantiomer of an esketamine. CN[C@]1(CCCCC1=O)C2=CC=CC=C2Cl